Sec-butyl-p-benzoquinone C(C)(CC)C=1C(C=CC(C1)=O)=O